2-chloro-8-phenyl-5-methylpyrido[2,3-d]pyrimidin-7(8H)-one ClC=1N=CC2=C(N1)N(C(C=C2C)=O)C2=CC=CC=C2